N-(tert-butyl)-3-((2-((6-(4-(3-(2,4-dioxotetrahydropyrimidin-1(2H)-yl)benzyl)piperazin-1-yl)pyridazin-3-yl)amino)-5-methylpyrimidin-4-yl)amino)benzenesulfonamide C(C)(C)(C)NS(=O)(=O)C1=CC(=CC=C1)NC1=NC(=NC=C1C)NC=1N=NC(=CC1)N1CCN(CC1)CC1=CC(=CC=C1)N1C(NC(CC1)=O)=O